FC1=NN(C2=CC=C(C=C12)C(=O)C=1C=NC(=CC1)F)C1CCOCC1 (3-fluoro-1-(tetrahydro-2H-pyran-4-yl)-1H-indazol-5-yl)(6-fluoropyridin-3-yl)methanone